CC1=NNC2=CC=CC(=C12)[C@@H](C=1N=NN(C1)C1(CC1)C(F)(F)F)NC=1C=C2C(=C(C=NC2=C(C1)C#N)C#N)NCC(C)(C)C (S)-6-(((3-methyl-1H-indazol-4-yl)(1-(1-(trifluoromethyl)cyclopropyl)-1H-1,2,3-triazol-4-yl)methyl)amino)-4-(neopentylamino)quinoline-3,8-dicarbonitrile